FC1=C(OC2=NC=C(C=N2)CN2C(CC[C@@H]2C)=O)C=CC(=C1)F (5S)-1-{[2-(2,4-difluorophenoxy)pyrimidin-5-yl]methyl}-5-methylpyrrolidine-2-one